9-ethyl-6-morpholino-8-(pyridin-4-yl)-N-(m-tolyl)-9H-purine-2-carboxamide C(C)N1C2=NC(=NC(=C2N=C1C1=CC=NC=C1)N1CCOCC1)C(=O)NC=1C=C(C=CC1)C